C(C1=CC=CC=C1)OCCC(CCCCCCC)O 1-(benzyloxy)decan-3-ol